Tert-Butyl 4-(6-((5-fluoro-4-(8-fluoro-4-isopropyl-2-methylquinolin-6-yl)pyrimidin-2-yl)amino)pyridin-3-yl)piperazine-1-carboxylate FC=1C(=NC(=NC1)NC1=CC=C(C=N1)N1CCN(CC1)C(=O)OC(C)(C)C)C=1C=C2C(=CC(=NC2=C(C1)F)C)C(C)C